4-methylbenzoic acid [(2R,3S)-2-ethynyl-3-(4-methylbenzoyl) oxy-5-pent-4-eneoxy-tetrahydrofuran-2-yl]Methyl ester C(#C)[C@@]1(OC(C[C@@H]1OC(C1=CC=C(C=C1)C)=O)OCCCC=C)COC(C1=CC=C(C=C1)C)=O